1,1,1,3,3,3-hexafluoropropan-2-yl (S)-1-((5-methylpyrazin-2-yl)carbamoyl)-6-azaspiro[2.5]octane-6-carboxylate CC=1N=CC(=NC1)NC(=O)[C@H]1CC12CCN(CC2)C(=O)OC(C(F)(F)F)C(F)(F)F